C(C1=CC=CC=C1)C1=C(C(=CC(=C1)C=CC)OC)O benzyl-isoeugenol